Cl.CC(CCCC)=O Hexane-2-one hydrochloride